4-sec-butylcyclohexyl fumarate fumarate C(\C=C\C(=O)O)(=O)O.C(\C=C\C(=O)O)(=O)OC1CCC(CC1)C(C)CC